N-(3,5-dimethoxypyridin-2-yl)-3-(2-isopropylphenyl)azetidine-3-carboxamide COC=1C(=NC=C(C1)OC)NC(=O)C1(CNC1)C1=C(C=CC=C1)C(C)C